chloro-8-methyl-N-(piperidin-4-yl)quinazolin-4-amine hydrochloride Cl.ClC1=NC2=C(C=CC=C2C(=N1)NC1CCNCC1)C